NCC(CO)CCO 2-(aminomethyl)butane-1,4-diol